tert-butyl N-[3-methyl-5-[[2-[5-methyl-2-[4-(trifluoromethyl)phenyl]-1-piperidyl]-2-oxo-acetyl] amino]-2-pyridyl]carbamate CC=1C(=NC=C(C1)NC(C(=O)N1C(CCC(C1)C)C1=CC=C(C=C1)C(F)(F)F)=O)NC(OC(C)(C)C)=O